CC=1C(=C(C=O)C(=CC1)OCC1=CC=C(C=C1)OC)O methyl-2-hydroxy-6-[(4-methoxyphenyl)methoxy]benzaldehyde